(Z)-N-(5-((5-fluoro-2-oxoindol-3-ylidene)methyl)-4-methyl-1H-pyrrol-3-yl)-3-(pyrrolidin-1-yl)propanamide FC=1C=C2/C(/C(NC2=CC1)=O)=C/C1=C(C(=CN1)NC(CCN1CCCC1)=O)C